ClC1=C(C=CC=C1NC(=O)C1=NC=C(C(=C1)COC)C(OC)OC)C1=C(C(=CC=C1)\C=C(\C1=CC(=C(C=C1)C=O)OC)/F)C (Z)-N-(2-chloro-3'-(2-fluoro-2-(4-formyl-3-methoxyphenyl)vinyl)-2'-methyl-[1,1'-biphenyl]-3-yl)-5-(dimethoxymethyl)-4-methoxymethylpyridineamide